(terphenyl-yl)(biphenylyl)(dibenzofuranyl)amine C1(=C(C=CC=C1)N(C1=CC=CC=2OC3=C(C21)C=CC=C3)C3=C(C=CC=C3)C3=CC=CC=C3)C=3C(=CC=CC3)C3=CC=CC=C3